tetrahydro-1H-thiophen-1-ium triflate [O-]S(=O)(=O)C(F)(F)F.[SH+]1CCCC1